C(C=C)(=O)N1CCN(CC1)C1(CCOCC1)C1=CC=C(C=C1)[C@H](C)NC=1N=C(C2=C(N1)N(C(C=C2)=O)C(C)C)NC 2-{[(1S)-1-{4-[4-(4-acryloylpiperazin-1-yl)tetrahydro-2H-pyran-4-yl]phenyl}ethyl]amino}-4-(methylamino)-8-(propan-2-yl)pyrido[2,3-d]pyrimidin-7(8H)-one